(S)-N-((6-(2-chloro-3-fluorophenyl)-4-((3-(trifluoromethyl)-phenyl)sulfonyl)-3,4-dihydro-2H-benzo[b][1,4]oxazin-2-yl)methyl)-3-hydroxy-3-methylbutanamide ClC1=C(C=CC=C1F)C1=CC2=C(O[C@H](CN2S(=O)(=O)C2=CC(=CC=C2)C(F)(F)F)CNC(CC(C)(C)O)=O)C=C1